acryloyloxyoctadecylfluorodimethylsilane C(C=C)(=O)OCCCCCCCCCCCCCCCCCC[Si](C)(C)F